6,7-dihydro[1,2,3]triazolo[1,5-a]pyridin-4(5H)-one N1=NC=C2N1CCCC2=O